(3-(2-((1,3-dimethyl-1H-pyrazol-5-yl)amino)-8,9-dihydroimidazo[1',2':1,6]pyrido[2,3-d]pyrimidin-6-yl)-4-methylphenyl)-4-(trifluoromethyl)picolinamide hydrogen chloride Cl.CN1N=C(C=C1NC=1N=CC2=C(N1)N1C(C(=C2)C=2C=C(C=CC2C)C=2C(=NC=CC2C(F)(F)F)C(=O)N)=NCC1)C